3-fluorophenylisobutyrate FC=1C=C(C=CC1)OC(C(C)C)=O